6-bromo-3-ethyl-5-methyl-2-(1-(4-methyl-1,4-diazepan-1-yl)butyl)quinazolin-4(3H)-one BrC=1C(=C2C(N(C(=NC2=CC1)C(CCC)N1CCN(CCC1)C)CC)=O)C